CN1C(N(C=2N=C(N(C2C1=O)C)C=O)C)=O 1,3,7-trimethyl-2,6-dioxo-2,3,6,7-tetrahydro-1H-purine-8-carbaldehyde